C12N(CC(NC1)C2)C2=CC=C(CNC(=O)NC=1SC=C(N1)C(C)(C)C1=CC=C(C=C1)OC)C=C2 1-(4-(2,5-diazabicyclo[2.2.1]heptan-2-yl)benzyl)-3-(4-(2-(4-methoxyphenyl)propan-2-yl)thiazol-2-yl)urea